NC=1C(N(C=C(C1)C)C=1C=NC=CC1)=O amino-5-methyl-2H-[1,3'-bipyridin]-2-one